NC1=CC(N(C(=C1)C)OCC1=CC=CC=C1)=O 4-amino-1-(benzyloxy)-6-methylpyridin-2(1H)-one